ClC1=C(C=C(CNC(N(C2CC2)C2CN(CCC2)C(=O)C2CC2)=O)C=C1)C 3-(4-chloro-3-methylbenzyl)-1-(1-(cyclopropanecarbonyl)piperidin-3-yl)-1-cyclopropylurea